tert-butyl (3S)-3-[[(benzyloxy)carbonyl]amino]-4-hydroxybutanoate C(C1=CC=CC=C1)OC(=O)N[C@@H](CC(=O)OC(C)(C)C)CO